CC(=CCN1[C@@H](CCN2C1=NC(=CC2=O)N2[C@@H](COCC2)C)C(F)(F)F)C (S)-9-(3-Methylbut-2-enyl)-2-((R)-3-methylmorpholin-4-yl)-8-trifluoromethyl-6,7,8,9-tetrahydropyrimido[1,2-a]pyrimidin-4-one